1-(1,1-difluoropropyl)-1H-pyrazolo[3,4-d]pyrimidine-6-carboxylic acid FC(CC)(F)N1N=CC=2C1=NC(=NC2)C(=O)O